FC1=CC=C(C=C1)C1(SCCCS1)\C=C\C=C(C1=CC=C(C=C1)OC)C1=CC=C(C=C1)OC (E)-2-(4-fluorophenyl)-2-(4,4-bis(4-methoxyphenyl)-1,3-butadienyl)-1,3-dithiane